C(CCCCCCN)N heptane-1,7-diamine